C(=O)(C=C)CCCCCCOC1=CC=C(C(=O)O)C=C1 4-(6-acryl-hex-1-yloxy)benzoic acid